1,3-dichloro-2-propyl phosphate P(=O)(OC(CCl)CCl)([O-])[O-]